methyl 1-methyl-4-((4-(trifluoromethyl)phenyl)amino)-1H-indazole-3-carboxylate CN1N=C(C2=C(C=CC=C12)NC1=CC=C(C=C1)C(F)(F)F)C(=O)OC